2-Amino-9-((2R,3S,4S,5R)-4-fluoro-3-hydroxy-5-(hydroxymethyl)tetrahydrofuran-2-yl)-7-(3,3,4,4,4-pentafluorobutyl)-7,9-dihydro-8H-purin-8-on NC1=NC=C2N(C(N(C2=N1)[C@@H]1O[C@@H]([C@H]([C@H]1O)F)CO)=O)CCC(C(F)(F)F)(F)F